C1(=CC=CC=C1)S(=O)(=O)C=1C=C2C(=CN(C2=CC1)C(C(=O)NC1=C(C=CC(=C1)N1CCNCC1)C)C)C 2-[5-(benzenesulfonyl)-3-methyl-indol-1-yl]-N-(2-methyl-5-piperazin-1-yl-phenyl)propanamide